FC([C@H]1CCC=2C(=NC=CC2C2=C(C=C(C=C2)F)F)O1)F (R)-2-(difluoromethyl)-5-(2,4-difluorophenyl)-3,4-dihydro-2H-pyrano[2,3-b]Pyridine